N-((2R,3S)-1-benzhydryl-2-methyl-Azetidin-3-yl)-N-cyclopropylmethylsulfonamide C(C1=CC=CC=C1)(C1=CC=CC=C1)N1[C@@H]([C@H](C1)N(S(=O)=O)CC1CC1)C